FC(C(C(C(F)(F)F)(F)F)(F)F)(S(=O)(=O)[O-])F 1,1,2,2,3,3,4,4,4-nonafluorobutane-1-sulfonate